COC1=CC=C(CN2CCN(CC2)C(=O)C=2N(C3=CC(=CC=C3C2)OC2=NC=C(N=C2)C2=NC(=NO2)C2=CC=C(C=C2)C(F)(F)F)C)C=C1 (4-(4-methoxybenzyl)piperazin-1-yl)(1-methyl-6-((5-(3-(4-(trifluoromethyl)phenyl)-1,2,4-oxadiazol-5-yl)pyrazin-2-yl)oxy)-1H-indol-2-yl)methanone